ClC=1C=C(NC2(CCC3(C(CC4=CC=CC=C34)CCOC3=CC(=NC=C3)F)CC2)C(=O)OC)C=CC1 methyl (1r,4r)-4-(3-chloroanilino)-2'-{2-[(2-fluoropyridin-4-yl)oxy]ethyl}-2',3'-dihydrospiro[cyclohexane-1,1'-indene]-4-carboxylate